5-(trifluoro-methyl)-1H-imidazole-2-carbaldehyde FC(C1=CN=C(N1)C=O)(F)F